4-chloro-2-(chloromethyl)-5-methoxypyridine ClC1=CC(=NC=C1OC)CCl